COC1=CC=C2C=CN(C2=C1NS(=O)(=O)C=1C=NC(=CC1)N1N=CC(=C1)C(F)(F)F)C N-(6-methoxy-1-methylindol-7-yl)-6-[4-(trifluoromethyl)pyrazol-1-yl]pyridine-3-sulfonamide